(7-(2,6-dichloropyrimidin-4-yl)-7-azabicyclo[2.2.1]heptan-1-yl)methanol ClC1=NC(=CC(=N1)N1C2(CCC1CC2)CO)Cl